N-(4-cyclobutyl-1-methyl-5-(4-(trifluoromethoxy)phenyl)-1H-pyrazol-3-yl)-3,3-dimethylcyclobutane-1-carboxamide C1(CCC1)C=1C(=NN(C1C1=CC=C(C=C1)OC(F)(F)F)C)NC(=O)C1CC(C1)(C)C